COC1=CC=C(CN2C([C@H](CC2)N2CCC(CC2)C2=CC3=C(NC(O3)=O)C=C2)=O)C=C1 (S)-6-(1-(1-(4-methoxybenzyl)-2-oxopyrrolidin-3-yl)piperidin-4-yl)benzo[d]oxazol-2(3H)-one